F[P-](F)(F)(F)(F)F.C1=CC=CC=2SC3=C(C21)C=CC=C3 dibenzothiophene hexafluorophosphate